rac-4-[[3-(3,4-difluoro-2-methoxy-phenyl)-4,5,5-trimethyl-tetrahydrofuran-2-carbonyl]amino]pyridine-2-carboxamide FC=1C(=C(C=CC1F)C1C(OC(C1C)(C)C)C(=O)NC1=CC(=NC=C1)C(=O)N)OC